cis-N-(4-(furan-2-yl)-2-methylbenzyl)-1-isobutyryl-6-methyl-4-(phenylsulfonyl)piperazine-2-carboxamide O1C(=CC=C1)C1=CC(=C(CNC(=O)[C@@H]2N([C@@H](CN(C2)S(=O)(=O)C2=CC=CC=C2)C)C(C(C)C)=O)C=C1)C